α-heptyl-yl-butyrolactone C(CCCCCC)=C1C(=O)OCC1